ClC=1C=NC(=C2C(C=C(N(C12)C1=C(C=CC=C1Cl)Cl)C#N)=O)OCC(CO)O 8-chloro-1-(2,6-dichlorophenyl)-5-(2,3-dihydroxypropoxy)-4-oxo-1,4-dihydro-1,6-naphthyridine-2-carbonitrile